7-((4-(Piperidin-1-yl)phenyl)(pyridin-2-ylamino)methyl)-2-methylquinolin-8-ol N1(CCCCC1)C1=CC=C(C=C1)C(C1=CC=C2C=CC(=NC2=C1O)C)NC1=NC=CC=C1